4-chloro-6,8-bis(trifluoromethyl)quinoline ClC1=CC=NC2=C(C=C(C=C12)C(F)(F)F)C(F)(F)F